3-bromo-5-fluoro-2-(trimethylstannyl)pyridine BrC=1C(=NC=C(C1)F)[Sn](C)(C)C